(1S,2S)-N-(5-(1-(6-cyclopropyl-8-(2,4-dioxo-3-tritylimidazolidin-1-yl)imidazo[1,2-a]pyridin-2-yl)ethoxy)pyridazin-3-yl)-2-(4-methylpyrimidin-2-yl)cyclopropane-1-carboxamide C1(CC1)C=1C=C(C=2N(C1)C=C(N2)C(C)OC=2C=C(N=NC2)NC(=O)[C@@H]2[C@H](C2)C2=NC=CC(=N2)C)N2C(N(C(C2)=O)C(C2=CC=CC=C2)(C2=CC=CC=C2)C2=CC=CC=C2)=O